3-iodo-5-isopropoxy-4-methyl-1-(tetrahydro-2H-pyran-2-yl)-1H-indazole IC1=NN(C2=CC=C(C(=C12)C)OC(C)C)C1OCCCC1